C(C)(C)[S+](C1=CC=C(C=C1)SC1=CC=CC=C1)C(C)C diisopropyl-(4-phenylthiophenyl)sulfonium